N-methyl-N,N,N-tripropylammonium C[N+](CCC)(CCC)CCC